FC1=C(C=CC=C1C[C@@H]1N(CC([C@@H]1NS(=O)(=O)CC)(F)F)C(=O)N(C)C)C1=CC(=CC(=C1)C)F (2S,3R)-2-[(2,3'-difluoro-5'-methyl[1,1'-biphenyl]-3-yl)methyl]-3-[(ethanesulfonyl)amino]-4,4-difluoro-N,N-dimethylpyrrolidine-1-carboxamide